FC1(OC2=C(O1)C=CC=C2C2=CC(=C(C(=C2)F)C(CCCC(=O)O)C)F)F 5-[4-(2,2-difluoro-benzo[1,3]dioxol-4-yl)-2,6-difluoro-phenyl]-hexanoic acid